2-(2,6-dioxo-3-piperidyl)-5-(4-hydroxy-4-piperidyl)isoindoline-1,3-dione hydrochloride Cl.O=C1NC(CCC1N1C(C2=CC=C(C=C2C1=O)C1(CCNCC1)O)=O)=O